S(C1=CC(=CC(=C1O)C(C)(C)C)C)C1=CC(=CC(=C1O)C(C)(C)C)C 6,6'-thiobis(2-tert-butyl-4-methylphenol)